ClC1=C(C=CC=C1C1=NC=C2C=C(C=NC2=C1)CNCC(=O)OC)C1=C(C(=CC=C1)C1=NC(=C(C=C1)CNC[C@H]1NC(CC1)=O)OC)Cl (S)-Methyl 2-(((7-(2,2'-dichloro-3'-(6-methoxy-5-((((5-oxopyrrolidin-2-yl)methyl)amino) methyl)pyridin-2-yl)-[1,1'-biphenyl]-3-yl)-1,6-naphthyridin-3-yl)methyl)amino)acetate